FC1([C@H](C1)C(=O)C=1N=C2N(N1)[C@@H](C[C@@H]2F)C2=CC=CC=C2)F ((1R)-2,2-difluorocyclopropyl)((5s,7s)-7-fluoro-5-phenyl-6,7-dihydro-5H-pyrrolo[1,2-b][1,2,4]triazol-2-yl)methanone